BrC1=CC=C2CC[C@H](C2=C1)OC1=C(C(=CC=C1)C#N)CC(=O)OCC (R)-ethyl 2-(2-((6-bromo-2,3-dihydro-1H-inden-1-yl)oxy)-6-cyanophenyl)acetate